2-(2,4-dioxotetrahydropyrimidin-1(2H)-yl)-5-((3-(4'-fluoro-3,4,5,6-tetrahydro-[1,1'-biphenyl]-2-carbonyl)-3,6-diazabicyclo[3.1.1]heptane-6-yl)methyl)isoindoline-1,3-dione O=C1N(CCC(N1)=O)N1C(C2=CC=C(C=C2C1=O)CN1C2CN(CC1C2)C(=O)C2=C(CCCC2)C2=CC=C(C=C2)F)=O